3,3'-(((((2-(3-(2-carboxy-2-(pyrrolidin-3-yl)ethyl)phenyl)acetyl)azanediyl)bis(ethane-2,1-diyl))bis(oxy))bis(3,1-phenylene))bis(2-(pyrrolidin-3-yl)propanoic acid) C(=O)(O)C(CC=1C=C(C=CC1)CC(=O)N(CCOC=1C=C(C=CC1)CC(C(=O)O)C1CNCC1)CCOC=1C=C(C=CC1)CC(C(=O)O)C1CNCC1)C1CNCC1